2-(3-(cyclopentylamino)-5-(3,3-difluoro-1-((4-methyl-4H-1,2,4-triazol-3-yl)methyl)cyclobutyl)phenyl)-6-(((1-methylcyclobutyl)amino)methyl)-4-(trifluoromethyl)isoindolin-1-one C1(CCCC1)NC=1C=C(C=C(C1)C1(CC(C1)(F)F)CC1=NN=CN1C)N1C(C2=CC(=CC(=C2C1)C(F)(F)F)CNC1(CCC1)C)=O